1-(4-((4-((4-((2-(4,4-difluoropiperidin-1-yl)pyridin-4-yl)oxy)-2-fluorophenyl)amino)-7-methoxyquinazolin-6-yl)amino)piperidin-1-yl)prop-2-en-1-one FC1(CCN(CC1)C1=NC=CC(=C1)OC1=CC(=C(C=C1)NC1=NC=NC2=CC(=C(C=C12)NC1CCN(CC1)C(C=C)=O)OC)F)F